2-((3-methyl-1-(8-methyl-8-azabicyclo[3.2.1]octan-3-yl)-1H-pyrazol-4-yl)amino)-4-((3-(3-methyl-2-oxo-1,3-diazepan-1-yl)propyl)amino)pyrimidine-5-carbonitrile CC1=NN(C=C1NC1=NC=C(C(=N1)NCCCN1C(N(CCCC1)C)=O)C#N)C1CC2CCC(C1)N2C